4-(4-{[4-Hydroxy-2-(trifluoromethyl)phenyl]methoxy}-3-methoxyphenyl)-2H,4H,5H,6H,7H-pyrazolo[3,4-b]pyridin-6-one OC1=CC(=C(C=C1)COC1=C(C=C(C=C1)C1C=2C(NC(C1)=O)=NNC2)OC)C(F)(F)F